2-[(4S)-4-[[6-oxo-5-(trifluoromethyl)-1H-pyridazin-4-yl]amino]pentyl]-6-[5-(trifluoromethyl)-2-pyridinyl]isoquinolin-1-one O=C1C(=C(C=NN1)N[C@H](CCCN1C(C2=CC=C(C=C2C=C1)C1=NC=C(C=C1)C(F)(F)F)=O)C)C(F)(F)F